F[B-](F)(F)F.C1(CCCCC1)N1C=[N+](C=C1)C1CCCCC1 N,N'-dicyclohexylimidazolium tetrafluoroborate